NCC[C@H]1N(CCC1)C(=O)OC(C)(C)C tert-butyl (S)-2-(2-aminoethyl)pyrrolidine-1-carboxylate